ClC=1C=C2C(=CC1)N(C(C21CCN(CC1)CCOC1=CC(=C(C=C1)S(=O)(=NC)C)C(F)(F)F)=O)C([2H])([2H])[2H] 5-chloro-1-(2H3)methyl-1'-(2-{4-[methyl(methylimino)oxo-λ6-sulfanyl]-3-(trifluoromethyl)phenoxy}ethyl)-1,2-dihydrospiro[indole-3,4'-piperidin]-2-one